Bismuth (III) tert-pentoxid CCC(C)(C)[O-].[Bi+3].CCC(C)(C)[O-].CCC(C)(C)[O-]